NC=1C=C(C(=O)NC2C=C(C=CC2(O)O)C2=CC(=CC=C2)NC(C2=CC(=CC=C2)N)=O)C=CC1 N,N'-bis(3-aminobenzoyl)-3,3'-diamino-4,4-dihydroxybiphenyl